2-[[4-(4-Hydroxy-1-piperidinyl)-6-[methyl(3-pyridinylmethyl)amino]-2-pyrimidinyl]amino]-4-methyl-5-thiazolecarboxylic acid, ethyl ester OC1CCN(CC1)C1=NC(=NC(=C1)N(CC=1C=NC=CC1)C)NC=1SC(=C(N1)C)C(=O)OCC